(2R,3R,4R,5S)-2-methyl-1-(((1R,3S)-3-(trifluoromethyl)cyclohexyl)methyl)piperidine-3,4,5-triol C[C@H]1N(C[C@@H]([C@H]([C@@H]1O)O)O)C[C@H]1C[C@H](CCC1)C(F)(F)F